3-(tert-butyl)-N-((S)-2-((5-(1,4-dimethyl-1H-pyrazol-5-yl)pyridin-2-yl)Amino)-1-((1r,4s)-4-methylcyclohexyl)-2-oxoethyl)-isoxazole-4-carboxamide C(C)(C)(C)C1=NOC=C1C(=O)N[C@H](C(=O)NC1=NC=C(C=C1)C1=C(C=NN1C)C)C1CCC(CC1)C